CSC1=CC=C(C=C1)NC(=O)C1CC2CCC1C21CC1 3-{[4-(methylsulfanyl)phenyl]carbamoyl}spiro[bicyclo[2.2.1]heptane-7,1'-cyclopropane]